3-glycidyloxyoctyl-trimethoxysilane C(C1CO1)OC(CC[Si](OC)(OC)OC)CCCCC